C(C)(C)(C)OC(=O)N1CCC(CC1)CCC1CCN(CC1)C1=CC=C(C=C1)NC1C(NC(CC1)=O)=O 4-[2-[1-[4-[(2,6-dioxo-3-piperidyl)amino]phenyl]-4-piperidyl]ethyl]piperidine-1-carboxylic acid tert-butyl ester